NC1=NC=2C(=CC=CC2C=2N1N=C(N2)C2C(C2)C2=C(C=CC=C2)[C@H](C)O)OC (1S)-1-{2-[2-(5-amino-7-methoxy[1,2,4]triazolo[1,5-c]quinazolin-2-yl)cyclopropyl]phenyl}ethan-1-ol